C(CCC)C1=CC(OC2=C(C(=CC=C12)OCCO)C(=O)N1CCCC2=CC=CC=C12)=O 4-Butyl-7-(2-hydroxyethoxy)-8-(1,2,3,4-tetrahydroquinolin-1-carbonyl)-2H-chromen-2-one